ClC1=C(C(=O)NC2=C(C(=CC=C2)S)Cl)C=CC=C1F chloro-N-(2-chloro-3-mercaptophenyl)-3-fluorobenzamide